CC(=O)C1=C(C(=C(C=C1O)O)C(=O)C)O The molecule is a benzenetriol that is phloroglucinol in which two of the ring hydrogens are replaced by acetyl groups. It has a role as a bacterial metabolite and an antifungal agent. It is a diketone, an aromatic ketone, a methyl ketone and a benzenetriol. It derives from a phloroglucinol. It is a conjugate acid of a 2,4-diacetylphloroglucinol(1-).